FC(C)(F)C1=NC=CC(=C1)NC1=NC(=NC(=N1)C1=NC(=CC=C1)C(F)(F)F)NCC(C)(O)C [4-[2-(1,1-Difluoro-ethyl)-pyridin-4-ylamino]-6-(6-trifluoromethyl-pyridin-2-yl)-[1,3,5]triazin-2-ylamino]-2-methyl-propan-2-ol